C=COC(=O)C1=CC=CC2=CC=CC=C21 vinyl naphthoate